tert-butyl (6-(2-hydroxycycloheptyl)-4-methoxy-5-oxo-6,7-dihydro-5H-pyrrolo[3,4-d]pyrimidin-2-yl)carbamate OC1C(CCCCC1)N1CC=2N=C(N=C(C2C1=O)OC)NC(OC(C)(C)C)=O